FC(CC[C@@H](C(C(NCC1=CC=NC=C1)=O)O)NC(=O)[C@H]1N(CC2(C1)CCCCC2)C([C@H](C(C)(C)C)NC(OC)=O)=O)(C)F Methyl ((2S)-1-((3S)-3-(((3S)-6,6-difluoro-2-hydroxy-1-oxo-1-((pyridin-4-ylmethyl)amino)heptan-3-yl)carbamoyl)-2-azaspiro[4.5]decan-2-yl)-3,3-dimethyl-1-oxobutan-2-yl)carbamate